3-(3-(3-fluoro-4-methyl-5-(5-morpholinopyrazolo[1,5-a]pyridine-3-carboxamido)phenyl)-1,2,4-oxadiazol-5-yl)azetidine-1-carboxylic acid methyl ester COC(=O)N1CC(C1)C1=NC(=NO1)C1=CC(=C(C(=C1)NC(=O)C=1C=NN2C1C=C(C=C2)N2CCOCC2)C)F